COC1=CC=C(C(=N1)C)N 6-methoxy-2-methylpyridin-3-amine